N-(1-(2-(benzyloxy)ethoxy)-6,6,6-trifluorohexan-3-yl)-2-methylpropane-2-sulfinamide C(C1=CC=CC=C1)OCCOCCC(CCC(F)(F)F)NS(=O)C(C)(C)C